4-amino-8-chloro-3-(2-chloro-5-fluorophenyl)-3-hydroxy-2,3-dihydro-1H-benzo[e]isoindol-1-one NC1=CC2=C(C=3C(NC(C13)(O)C1=C(C=CC(=C1)F)Cl)=O)C=C(C=C2)Cl